ClC=1N=C(C(=NC1)N)C=1C(=NNC1)C 5-chloro-3-(3-methyl-1H-pyrazol-4-yl)pyrazin-2-amine